N2-(benzo[d][1,3]dioxol-5-yl)-N4-(2,3-dichlorophenyl)-5-(trifluoromethyl)pyrimidine-2,4-diamine O1COC2=C1C=CC(=C2)NC2=NC=C(C(=N2)NC2=C(C(=CC=C2)Cl)Cl)C(F)(F)F